N-(4-((6-(2-fluoropropan-2-yl)pyrazin-2-yl)amino)-5-(2-methoxyethoxy)pyridin-2-yl)acetamide FC(C)(C)C1=CN=CC(=N1)NC1=CC(=NC=C1OCCOC)NC(C)=O